6-methoxy-2-{[(4s)-6-[6-(2,2-difluoroethoxy)pyrazolo[1,5-a]pyridine-3-amido]spiro[3.3]heptan-2-yl]oxy}pyrazolo[1,5-a]pyridine-3-carboxamide COC=1C=CC=2N(C1)N=C(C2C(=O)N)OC2CC1(C2)CC(C1)NC(=O)C=1C=NN2C1C=CC(=C2)OCC(F)F